2-(1-acryloyl-4-(2-((1-(2,2-difluoroethyl)pyrrolidin-2-yl)methoxy)-7-(7-fluoro-3,4-dihydroquinolin-1(2H)-yl)-5,6,7,8-tetrahydroquinazolin-4-yl)piperazin-2-yl)acetonitrile C(C=C)(=O)N1C(CN(CC1)C1=NC(=NC=2CC(CCC12)N1CCCC2=CC=C(C=C12)F)OCC1N(CCC1)CC(F)F)CC#N